6-(5-(4-methylpyridin-3-yl)-1H-pyrrolo[2,3-b]pyridin-3-yl)spiro[indene-1,4'-piperidin]-3(2H)-one CC1=C(C=NC=C1)C=1C=C2C(=NC1)NC=C2C2=CC=C1C(CC3(CCNCC3)C1=C2)=O